1,2,3,4-tetrahydroisoquinolin-4-ol hydrochloride Cl.C1NCC(C2=CC=CC=C12)O